(S)-ethyl 2-((3-(4-((4-(1-acetoxyhexan-3-ylamino)-2-amino-6-methylpyrimidin-5-yl)methyl)-3-methoxyphenoxy)propyl) (ethyl)amino)acetate C(C)(=O)OCC[C@H](CCC)NC1=NC(=NC(=C1CC1=C(C=C(OCCCN(CC(=O)OCC)CC)C=C1)OC)C)N